N1N=NC(=C1)C=1C=CC=C(C1)CC=1C(NC(NC1)=O)=O 5-triazolylphenyl-thymine